(R)-1-amino-3-(3,4-bis(benzyloxy)phenoxy)propan-2-ol NC[C@H](COC1=CC(=C(C=C1)OCC1=CC=CC=C1)OCC1=CC=CC=C1)O